CN(CCNS(=O)(=O)C1=CC(=CC=C1)NC1=NC=CC(=N1)NC1=NC(=NC=C1)C1=NC(=CC=C1)C)C N-[2-(dimethylamino)ethyl]-3-[[4-[[2-(6-methyl-2-pyridyl)pyrimidin-4-yl]amino]pyrimidin-2-yl]amino]benzenesulfonamide